5-amino-2,2-difluoro-6-methyl-1,3-benzodioxole-4-carboxylic acid NC1=C(C2=C(OC(O2)(F)F)C=C1C)C(=O)O